Methylenedioxyhydroxyethylamphetamine CC(CC1=CC2=C(C=C1)OCO2)NCCO